styreneethylamine C(=CC1=CC=CC=C1)CCN